C(C)(C)(C)OC(=O)N1CC2(CC(C1)C2)C(=O)O 3-tert-Butoxy-carbonyl-3-azabicyclo-[3.1.1]heptane-1-carboxylic acid